NC1=C(C=C(C2=CC=CC=C12)N)C1=CC=C(C#N)C=C1 4-(1,4-Diaminonaphthalen-2-yl)benzonitrile